ClC1=C(C=CC(=C1NC=1C(=C2C(N(C=NC2=CC1)C)=O)Cl)F)NS(=O)(=O)N1C[C@@H](CC1)OC (R)-N-(2-chloro-4-fluoro-3-((5-chloro-3-methyl-4-oxo-3,4-dihydroquinazolin-6-yl)amino)phenyl)-3-methoxypyrrolidine-1-sulfonamide